(3R)-3-allyl-4-[(4-methoxyphenyl)methyl]morpholine C(C=C)[C@H]1N(CCOC1)CC1=CC=C(C=C1)OC